N-(1-((1H-pyrazolo[3,4-b]pyridin-5-yl)methyl)indolin-6-yl)-3-(trifluoromethyl)benzamide N1N=CC=2C1=NC=C(C2)CN2CCC1=CC=C(C=C21)NC(C2=CC(=CC=C2)C(F)(F)F)=O